FCC1(CC1)NS(=O)(=O)C1=CC(=C2C=CC(=CC2=C1)NC(C)=O)O N-(7-(N-(1-(fluoromethyl)cyclopropyl)sulfamoyl)-5-hydroxynaphthalen-2-yl)acetamide